dodecenylsuccinic acid CCCCCCCCCCC=CC(CC(=O)O)C(=O)O